[3-[2-chloro-4-fluoro-5-(1-methyl-6-trifluoromethyl-2,4-diphenoxy-1,2,3,4-tetrahydropyrimidin-3-yl)phenoxy]-2-pyridyloxy]acetic acid ethyl ester C(C)OC(COC1=NC=CC=C1OC1=C(C=C(C(=C1)N1C(N(C(=CC1OC1=CC=CC=C1)C(F)(F)F)C)OC1=CC=CC=C1)F)Cl)=O